C(C1=CC=CC=C1)N1C(=O)N2CCCCC2C1=O N-benzyl-piperidinedicarboximide